Methyl (2R)-2-[[(4Z)-4-(1,3-benzothiazol-6-ylmethylene)-5-oxo-1H-imidazol-2-yl]amino]-3-phenyl-propanoate S1C=NC2=C1C=C(C=C2)\C=C\2/N=C(NC2=O)N[C@@H](C(=O)OC)CC2=CC=CC=C2